6-(2,4-dimethoxypyrimidin-5-yl)-4-((1S,2S)-2-ethylcyclopropyl)pyridazin-3-amine COC1=NC=C(C(=N1)OC)C1=CC(=C(N=N1)N)[C@@H]1[C@H](C1)CC